5H-benzothieno[3',2':2,3]pyrido[4,5-d]pyrido[1,2-a]pyrimidinone C=1C=CCN2C1N=C1C(=C2)C=NC2=C1S(C1=C2C=CC=C1)=O